2-cyclopenten-1-yl-acetic acid (+-)-ethyl ester C(C)OC(CC1=CCCC1)=O